4-[(2-PIPERIDIN-1-YLETHYL)CARBAMOYL]BENZENEBORONIC ACID HYDROCHLORIDE Cl.N1(CCCCC1)CCNC(=O)C1=CC=C(C=C1)B(O)O